CC1=C(OC(C(=O)OCC)(C)C)C(=CC(=C1)CN1CCN(CC1)CC1=CC=C(C=C1)C1=CC=C(C=C1)OC(F)(F)F)C Ethyl 2-(2,6-dimethyl-4-((4-((4'-(trifluoromethoxy)-[1,1'-biphenyl]-4-yl) methyl) piperazin-1-yl) methyl) phenoxy)-2-methylpropionate